(3-bromopropoxymethyl)-4-methoxy-benzene BrCCCOCC1=CC=C(C=C1)OC